CC=1C(=NOC1C)NS(=O)(=O)C1=C(C=CC=C1)OB(O)O (2-(N-(4,5-dimethyl-isoxazol-3-yl)sulfamoyl)phenyl)boric acid